2-(quinolin-2-yl)phenol N1=C(C=CC2=CC=CC=C12)C1=C(C=CC=C1)O